2-[4-[(E)-3-(4-Nitrophenyl)prop-2-enoyl]phenoxy]propanoic acid [N+](=O)([O-])C1=CC=C(C=C1)/C=C/C(=O)C1=CC=C(OC(C(=O)O)C)C=C1